Ethyl 3-(3-(1-(3-(5-((4-(2-(benzyloxy)-2-oxoethyl)-6-fluoro-1-tosyl-1H-indol-5-yl)oxy)-2-fluorophenyl)-1H-pyrazol-1-yl)-7-hydroxy-6,6-dimethylheptyl)phenyl)propanoate C(C1=CC=CC=C1)OC(CC1=C2C=CN(C2=CC(=C1OC=1C=CC(=C(C1)C1=NN(C=C1)C(CCCCC(CO)(C)C)C=1C=C(C=CC1)CCC(=O)OCC)F)F)S(=O)(=O)C1=CC=C(C)C=C1)=O